O=C1NC(CCC1N1C(C2=CC=C(C=C2C1=O)NCCCCCCN1N=CC(=C1)C1=C(C=CC=C1)C)=O)=O 2-(2,6-dioxopiperidin-3-yl)-5-((6-(4-(o-tolyl)-1H-pyrazol-1-yl)hexyl)amino)isoindoline-1,3-dione